1-Methyl-piperidine-4-carboxylic acid [(R)-7-(2-methyl-benzyloxy)-2,3-dihydro-benzo[1,4]dioxin-2-ylmethyl]-amide CC1=C(COC=2C=CC3=C(O[C@@H](CO3)CNC(=O)C3CCN(CC3)C)C2)C=CC=C1